N-((S)-(4,4-Difluorocyclohexyl)(5-((R*)-3-methyl-1-(4,4,4-trifluorobutanamido)butyl)-1H-benzo[d]imidazol-2-yl)methyl)-1-methyl-1H-pyrazole-5-carboxamide FC1(CCC(CC1)[C@H](NC(=O)C1=CC=NN1C)C1=NC2=C(N1)C=CC(=C2)[C@@H](CC(C)C)NC(CCC(F)(F)F)=O)F |o1:26|